1-(4-(3-chlorobenzyl)-3,4-dihydroquinoxalin-1(2H)-yl)-3-(Pyrrolidin-1-yl)propan-1-one ClC=1C=C(CN2CCN(C3=CC=CC=C23)C(CCN2CCCC2)=O)C=CC1